β-Hydroxyvalerate OC(CC(=O)[O-])CC